C(C)OC1=NC=C(C=C1)N1C=NC=C1 2-ethoxy-5-(1H-imidazol-1-yl)pyridin